CN(C=CC#N)C 3-(dimethylamino)-acrylonitrile